C(#N)C1=CC(=C(C=C1)NS(=O)(=O)C1=CNC=C1CC=1SC(=CC1)C)F N-(4-cyano-2-fluorophenyl)-4-[(5-methylthiophen-2-yl)methyl]-1H-pyrrole-3-sulfonamide